2-(3-iodopyrazol-1-yl)benzonitrile IC1=NN(C=C1)C1=C(C#N)C=CC=C1